C(C)(=O)N1CCC(=CC1)C1=CC2=C(N=C(N=C2N[C@H](C)C2=C(C(=CC=C2)C(F)F)F)C)C(N1C)=O (R)-6-(1-Acetyl-1,2,3,6-tetrahydropyridin-4-yl)-4-((1-(3-(difluoromethyl)-2-fluorobenzeneyl)ethyl)amino)-2,7-dimethylpyrido[3,4-d]pyrimidin-8(7H)-one